4-cyclopropyl-5-methylpyridin-2(1H)-one C1(CC1)C1=CC(NC=C1C)=O